1-[2-amino-6-(3-aminoazetidin-1-yl)pyrimidin-4-yl]-1H-1,2,3-benzotriazol-5-ol NC1=NC(=CC(=N1)N1N=NC2=C1C=CC(=C2)O)N2CC(C2)N